C(C)(=O)NS(=O)(=O)C1=CC=C(C=C1)NC(=O)C1=NC(=CN=C1N)C1=CC=C(C=C1)OC(F)(F)F N-(4-(N-acetylsulfamoyl)phenyl)-3-amino-6-(4-(trifluoromethoxy)phenyl)pyrazine-2-carboxamide